dimethoxy-4,4'-diaminobenzophenone COC=1C(=C(C(=O)C2=CC=C(C=C2)N)C=CC1N)OC